C1(=CC=CC2=CC=CC=C12)CN1CCC(CC1)(C(=O)NCC(=O)O)NC1=CC=CC=C1 2-(1-(naphthalen-1-ylmethyl)-4-(phenylamino)piperidine-4-carboxamido)acetic acid